ClC=1C=CC2=C([C@@H](C(CCN2)(F)F)CO)C1 (5R)-7-chloro-4,4-difluoro-5-(hydroxymethyl)-2,3,4,5-tetrahydro-1H-1-benzazepin